{trans-3-(4-{[4-(([(2R)-2-hydroxypropyl]amino)methyl)-6-(trifluoromethyl)pyridin-2-yl]oxy}piperidin-1-yl)-1-[4-(7H-pyrrolo[2,3-d]pyrimidin-4-yl)-1H-pyrazol-1-yl]cyclobutyl}acetonitrile O[C@@H](CNCC1=CC(=NC(=C1)C(F)(F)F)OC1CCN(CC1)C1CC(C1)(N1N=CC(=C1)C=1C2=C(N=CN1)NC=C2)CC#N)C